6-ethyl-7-oxo-5H-pyrrolo[3,4-b]pyridin-2-ylbut-2-ynamide C(C)N1C(C2=NC(=CC=C2C1)CC#CC(=O)N)=O